ClC1=CC=C(S1)CNC1=CC(=NN1)C1CCN(CC1)C(=O)N(C)C 4-(5-[(5-chlorothiophen-2-yl)methyl]amino-1H-pyrazol-3-yl)-N,N-dimethylpiperidine-1-carboxamide